3-bromo-N-(2-methyl-4-chloro-6-(carbamoyl)phenyl)-1-(3-chloro-2-pyridyl)-1H-pyrazole-5-carboxamide BrC1=NN(C(=C1)C(=O)NC1=C(C=C(C=C1C(N)=O)Cl)C)C1=NC=CC=C1Cl